ClC1=CC=NC2=CC=C(C=C12)C1=C(C=C(C=C1)CN1CCN(CC1)C)F 4-chloro-6-(2-fluoro-4-((4-methylpiperazin-1-yl)methyl)phenyl)quinoline